O=C[C@@H](O)[C@H](O)[C@@H](O)[C@H](O)C(=O)[O-].C(CCCCCCCCCCCCCCC)(=O)O.[Na+] sodium palmitate iduronate